2,3-difluoro-5-(5-fluoropyridin-3-yl)-N-(4-methylthiazol-2-yl)benzamide FC1=C(C(=O)NC=2SC=C(N2)C)C=C(C=C1F)C=1C=NC=C(C1)F